(1R,2R)-N-(2-(4,6-dimethoxypyrimidin-5-yl)-1-methyl-1H-pyrrolo[2,3-c]pyridin-5-yl)-2-((4-methylpiperazin-1-yl)methyl)cyclopropane-1-carboxamide COC1=NC=NC(=C1C1=CC=2C(=CN=C(C2)NC(=O)[C@H]2[C@@H](C2)CN2CCN(CC2)C)N1C)OC